C(C1=CC=CC=C1)OC([C@H](CC1=CC=C(C=C1)O)NC(=O)OCC1=CC=CC=C1)=O.CC(C)(C)C=1C=C(C(=O)N)C=C(C1O)C(C)(C)C 3,5-bis(1,1-dimethylethyl)-4-hydroxybenzamide (S)-Benzyl-2-(((benzyloxy)carbonyl)amino)-3-(4-hydroxyphenyl)propanoate